tetrahydrothiazolthione S1(CNCC1)=S